(E)-ethyl 4-((2-(1-methyl-1H-imidazol-4-yl)ethyl)(thiazol-2-yl)amino)-4-oxobut-2-enoate CN1C=NC(=C1)CCN(C(/C=C/C(=O)OCC)=O)C=1SC=CN1